2-Chloro-4-((S)-8-(4-(4-(4-(3-(((R)-2,6-dioxo-piperidin-3-yl)amino)-phenyl)piperazin-1-yl)-piperidine-1-carbonyl)-phenyl)-3-methyl-2,8-diazaspiro[4.5]decan-2-yl)benzonitrile ClC1=C(C#N)C=CC(=C1)N1CC2(C[C@@H]1C)CCN(CC2)C2=CC=C(C=C2)C(=O)N2CCC(CC2)N2CCN(CC2)C2=CC(=CC=C2)N[C@H]2C(NC(CC2)=O)=O